NC=1C2=C(N=CN1)C(=CS2)C(=O)NC2=C1C=CN=C(C1=CC=C2C)NC2=CC=C1CCNC1=C2 4-Amino-N-((Indolin-6-ylamino)-6-Methylisoquinolin-5-yl)thieno[3,2-d]pyrimidin-7-carboxamid